3-ethyladamantan-1-amine HCl salt Cl.C(C)C12CC3(CC(CC(C1)C3)C2)N